COC(=O)C1(CCC2(C(CC3=CC=C(C=C23)OCOC)C[C@H](CO)C)CC1)N(C(C(F)(F)F)=O)C1=CC(=CC=C1)Cl 4-[(3-chlorophenyl)(trifluoroacetyl)amino]-2'-[(2R)-3-hydroxy-2-methylpropyl]-6'-(methoxymethoxy)-2',3'-dihydrospiro[cyclohexane-1,1'-indene]-4-carboxylic acid methyl ester